3-methyl-5-cyclopentadecanon CC1CCCCCCCCCCCCC(C1)=O